BrC=1C=C(C=NC1)N(C(OC(C)C)=O)CC isopropyl (5-bromopyridin-3-yl)(ethyl)carbamate